N1(N=NN=C1)[C@@H](C)C=1C(=C(C(=C2C=NNC12)C=1C=CC=2N(C1)C=C(N2)NC(=O)[C@H]2[C@H](C2)F)Cl)F (1S,2S)-N-(6-(7-((S)-1-(1H-tetrazol-1-yl)ethyl)-5-chloro-6-fluoro-1H-indazol-4-yl)imidazo[1,2-a]pyridin-2-yl)-2-fluorocyclopropane-1-carboxamide